C12(CC(C1)C2)N2[C@@H](C=1NC3=CC=CC=C3C1C[C@H]2C)C2=CC=C(C=N2)NC2CN(C2)C(=O)OC(C)(C)C tert-butyl 3-((6-((1S,3R)-2-(bicyclo[1.1.1]pentan-1-yl)-3-methyl-2,3,4,9-tetrahydro-1H-pyrido[3,4-b]indol-1-yl)pyridin-3-yl)amino)azetidine-1-carboxylate